N-(3,5-Bis((E)-3,4-difluorobenzylidene)-4-oxocyclohexyl)-4-((2-morpholinoethyl)amino)benzamide FC=1C=C(\C=C\2/CC(C\C(\C2=O)=C/C2=CC(=C(C=C2)F)F)NC(C2=CC=C(C=C2)NCCN2CCOCC2)=O)C=CC1F